ClC=1C(=C(C=2C(=C(SN2)N2C(CN(CC2C)C(C=C)=O)C)C1)F)C1=CC(=CC2=CC=CC=C12)O 1-(4-(5-chloro-7-fluoro-6-(3-hydroxy-1-naphthalenyl)-2,1-benzothiazol-3-yl)-3,5-dimethyl-1-piperazinyl)-2-propen-1-one